3-((4-bromo-1-tosyl-1H-indol-5-yl)oxy)benzonitrile BrC1=C2C=CN(C2=CC=C1OC=1C=C(C#N)C=CC1)S(=O)(=O)C1=CC=C(C)C=C1